ClP1OC2=CC=CC=C2C=2C=CC=CC12 10-chloro-9,10-dihydro-9-oxa-10-phosphaphenanthrene